ClC=1C(=C(C=CC1)C1(CN(C1)C(C(=C)F)=O)NC1=CC=C2C=CN(C(C2=C1)=O)C)C 7-((3-(3-chloro-2-methylphenyl)-1-(2-fluoroacryloyl)azetidin-3-yl)amino)-2-methylisoquinolin-1(2H)-one